[PH2](OCC([N+]1=NC=C(C=C1)C1=NC=CC=N1)OCC)=O ethoxy-[2-(4-pyrimidin-2-ylpyridazin-1-ium-1-yl) ethyl] phosphinate